7-(1-methylazetidin-3-yl)-2-(2-phenylquinolin-7-yl)-4,5,6,7-tetrahydropyrazolo[1,5-a]pyrimidine-3-carboxamide CN1CC(C1)C1CCNC=2N1N=C(C2C(=O)N)C2=CC=C1C=CC(=NC1=C2)C2=CC=CC=C2